methyl 2-(4,4-difluoroazepan-1-yl)-7,8-dihydro-5H-pyrano[4,3-b]pyridine-3-carboxylate FC1(CCN(CCC1)C1=C(C=C2C(=N1)CCOC2)C(=O)OC)F